(5RS)-5-(4-methylbenzyl)-3-{2-[(3SR)-tetrahydrofuran-3-yl]-5-[3-(trifluoromethyl)phenoxy]pyridin-4-yl}-5,6-dihydro-4H-1,2,4-oxadiazine CC1=CC=C(C[C@H]2NC(=NOC2)C2=CC(=NC=C2OC2=CC(=CC=C2)C(F)(F)F)[C@H]2COCC2)C=C1 |r|